C(C)(C)C1=C(NC2=CC=C(C=C12)C1CCN(CC1)CC1=C(N=CN1)C)C1=C2C(=NC=C1)NC=N2 7-(3-isopropyl-5-(1-((4-methyl-1H-imidazol-5-yl)methyl)piperidin-4-yl)-1H-indol-2-yl)-3H-imidazo[4,5-b]pyridine